C(C)OC1=C(C=CC=C1)C=1N=NN(C1)[C@H](C(=O)N1[C@@H](C[C@H](C1)O)C(=O)NC)C(C)(C)C (2S,4R)-1-[(2S)-2-[4-(2-ethoxyphenyl)triazol-1-yl]-3,3-dimethyl-butanoyl]-4-hydroxy-N-methyl-pyrrolidine-2-carboxamide